(E)-N-([5-chloro-6-[4-(2,2,2-trifluoroethyl)piperazin-1-yl]pyridin-3-yl]methylidene)hydroxylamine ClC=1C=C(C=NC1N1CCN(CC1)CC(F)(F)F)\C=N\O